pinacolyl (9,9-diphenyl-9H-fluoren-4-yl)boronate C1(=CC=CC=C1)C1(C2=CC=CC=C2C=2C(=CC=CC12)B(OC(C)C(C)(C)C)[O-])C1=CC=CC=C1